5-[(3-methoxybenzyl)(4-dimethylaminobenzyl)aminocarbonyloxymethoxy]pyridine COC=1C=C(CC(OC=2C=CC=NC2)OC(=O)NCC2=CC=C(C=C2)N(C)C)C=CC1